(S)-4-(((R)-1-(3-(1,1-difluoro-2-hydroxy-2-methylpropyl)-2-fluorophenyl)ethyl)amino)-2,6,8-trimethyl-6,8-dihydro-7H-pyrrolo[2,3-g]quinazolin-7-one FC(C(C)(C)O)(F)C=1C(=C(C=CC1)[C@@H](C)NC1=NC(=NC2=CC3=C(C=C12)N(C([C@H]3C)=O)C)C)F